BrC1=C(C(=C(C=C1[2H])[2H])OC([2H])([2H])[2H])[2H] 1-Bromo-3-(methoxy-d3)benzene-2,4,6-d3